COC=1C=C2C=3C(C4=C(C(C3NC2=CC1)=O)C=NC=C4)=O 7-methoxy-10H-pyrido[3,4-b]carbazole-5,11-dione